N1CC(CCC1)C1=CC=CC(=N1)C=1C=NN2C1C=C(C=C2)N2CCOCC2 4-(3-(6-(piperidin-3-yl)pyridin-2-yl)pyrazolo[1,5-a]pyridin-5-yl)morpholine